tert-butyl 8-(1-oxo-2H-phthalazin-6-yl)-2,8-diazaspiro[4.5]decane-2-carboxylate O=C1NN=CC2=CC(=CC=C12)N1CCC2(CCN(C2)C(=O)OC(C)(C)C)CC1